C(C)(C)(C)C1=CC(=C(C=C1Cl)C=1NC2=CC=NC(=C2C(C1)=O)N1N=CC=C1C(F)(F)F)C 2-(4-tert-butyl-5-chloro-2-methyl-phenyl)-5-[5-(trifluoromethyl)pyrazol-1-yl]-1H-1,6-naphthyridin-4-one